2,3-dihydro-4H-1,3-benzothiazine-4-one S1CNC(C2=C1C=CC=C2)=O